N,N'-bis(3,4-dimethylenehex-5-en-1-yl)hexahydropyrroloisoindole C=C(CCN1CC2=C3C(CCC2C1)N(C=C3)CCC(C(C=C)=C)=C)C(C=C)=C